1-methyl-3-((1-oxo-7-(trifluoromethylthio)-2,3-dihydro-1H-inden-4-yl)oxy)piperidin-2-one CN1C(C(CCC1)OC1=C2CCC(C2=C(C=C1)SC(F)(F)F)=O)=O